N-(4,4-difluorocyclohexyl)-5-(8-fluoro-[1,2,4]triazolo[1,5-a]pyridin-6-yl)-7H-pyrrolo[2,3-d]pyrimidin-2-amine FC1(CCC(CC1)NC=1N=CC2=C(N1)NC=C2C=2C=C(C=1N(C2)N=CN1)F)F